N-(6-oxo-6,9-dihydro-3H-purin-2-yl)isobutyramide O=C1C=2N=CNC2NC(=N1)NC(C(C)C)=O